N1,N1-dimethyl-N4-(pyrimido[1',6':1,5]pyrazolo[4,3-c][2,7]naphthyridin-5-yl)benzene-1,4-diamine CN(C1=CC=C(C=C1)NC1=NC=2C(C3=CC=NC=C13)=NN1C2C=CN=C1)C